ethyl 2-bromo-2-(3-methyl-2-((1r,4r)-4-((1,1,1-trifluoropropan-2-yl)oxy)cyclohexyl)-phenyl)acetate BrC(C(=O)OCC)C1=C(C(=CC=C1)C)C1CCC(CC1)OC(C(F)(F)F)C